5-(3-fluoro-4-nitrophenyl)hexahydropyrrolo[3,4-c]pyrrole FC=1C=C(C=CC1[N+](=O)[O-])N1CC2C(C1)CNC2